acridin-one C1(CC=CC2=NC3=CC=CC=C3C=C12)=O